tert-butyl 7-(dimethoxymethyl)-4-methoxy-3,4-dihydro-2,4-methylene-1,8-naphthyridine-1(2H)-carboxylate COC(C1=CC=C2C3(CC(N(C2=N1)C(=O)OC(C)(C)C)C3)OC)OC